ClC1=CC=C(C=C1)CCNC(=O)N(C)CC1=CC(=C(C=C1)OC)OC 1-[2-(4-chlorophenyl)ethyl]-3-[(3,4-dimethoxyphenyl)methyl]-3-methylurea